FC(C(=O)[O-])(F)F.COC=1C=C(C=CC1C(=O)OC)C=1SC=C(N1)[NH3+] [2-(3-methoxy-4-methoxycarbonyl-phenyl)thiazol-4-yl]ammonium-2,2,2-trifluoroacetate salt